(phenyl)(benzofurocarbazolyl)[(benzofurocarbazolyl)phenyl]phosphine oxide C1(=CC=CC=C1)P(C1=C(C=CC=C1)C1=CC=CC2=C1C1=C(C=CC=3C=4C=CC=CC4NC13)O2)(C2=CC=CC1=C2C2=C(C=CC=3C=4C=CC=CC4NC23)O1)=O